N-(5-cyano-6-(2H-1,2,3-triazol-2-yl)pyridin-3-yl)-1-(indolin-4-yl)-5-(trifluoromethyl)-1H-pyrazole-4-carboxamide C(#N)C=1C=C(C=NC1N1N=CC=N1)NC(=O)C=1C=NN(C1C(F)(F)F)C1=C2CCNC2=CC=C1